methylenebis-(2,6-di-tertbutylphenol) C(C=1C(=C(C(=CC1)C(C)(C)C)O)C(C)(C)C)C=1C(=C(C(=CC1)C(C)(C)C)O)C(C)(C)C